C(\C=C\CC)C1C(OC(C1)=O)=O 3-[(E)-pent-2-enyl]tetrahydrofuran-2,5-dione